(5-Amino-2-methyl-2H-[1,2,3]triazol-4-ylmethyl)-(2'-methoxy-4'-methyl-3,4,5,6-tetrahydro-2H-[1,3']bipyridinyl-4-yl)-amine NC=1C(=NN(N1)C)CNC1CCN(CC1)C=1C(=NC=CC1C)OC